6-(propan-2-yl)imidazo[1,2-a]pyridine-2-carboxylic acid CC(C)C=1C=CC=2N(C1)C=C(N2)C(=O)O